C12C(OC(C(CCC1)C2)=O)=O 3-oxabicyclo[3.3.1]nonane-2,4-dione